5-(2-((2-(piperidin-1-yl)ethyl)amino)pyridin-4-yl)-1H-indazol-3-amine N1(CCCCC1)CCNC1=NC=CC(=C1)C=1C=C2C(=NNC2=CC1)N